[Cl-].[K+].[Pt+2].[Cl-].[Cl-] platinum (II) monopotassium chloride